2-[3,5-dichloro-4-[(5,5-dimethyl-6-oxo-7H-pyrrolo[2,3-c]pyridazin-3-yl)oxy]phenyl]3,5-dioxo-1,2,4-triazine-6-carbonitrile ClC=1C=C(C=C(C1OC1=CC2=C(N=N1)NC(C2(C)C)=O)Cl)N2N=C(C(NC2=O)=O)C#N